FC=1C(=C(C=C(C1)C1=CC=C(C=C1)S(=O)(=O)N1CCN(CC1)C)N(C(=S)NC(C1=CC=CC=C1)=O)CCC)C N-((5-Fluoro-4-methyl-4'-((4-methylpiperazin-1-yl)sulfonyl)-[1,1'-biphenyl]-3-yl)(propyl)carbamothioyl)benzamide